[Si](C)(C)(C(C)(C)C)OCCCCCC1=CC=NC(=C1C(=O)OC(C)(C)C)Cl Tert-butyl 4-(5-((tert-butyldimethylsilyl) oxy) pentyl)-2-chloronicotinate